Benzyl (2R,3S,5S)-2-(((tert-butyldimethylsilyl)oxy)methyl)-3-(N-(4-methoxybenzyl)methylsulfonamido)-5-(methoxymethyl)pyrrolidine-1-carboxylate [Si](C)(C)(C(C)(C)C)OC[C@@H]1N([C@@H](C[C@@H]1N(S(=O)(=O)C)CC1=CC=C(C=C1)OC)COC)C(=O)OCC1=CC=CC=C1